C(C=C)(=O)[O-].C(C=C)(=O)[O-].C(C=C)(=O)[O-].C(C)C(C[Sn+3])CCCC 2-ethylhexyltin triacrylate